(S)-ethyl 8-(2-amino-6-((R)-1-(3'-chloro-4'-ethoxy-3-(3-methyl-1H-pyrazol-1-yl)-[1,1'-biphenyl]-4-yl)-2,2,2-trifluoroethoxy)pyrimidin-4-yl)-2,8-diazaspiro[4.5]decane-3-carboxylate NC1=NC(=CC(=N1)N1CCC2(C[C@H](NC2)C(=O)OCC)CC1)O[C@@H](C(F)(F)F)C1=C(C=C(C=C1)C1=CC(=C(C=C1)OCC)Cl)N1N=C(C=C1)C